FC1=C(C(=O)O)C=C(C=N1)O 2-fluoro-5-hydroxynicotinic acid